6-((5-fluoropyridin-2-yl)-amino)-N-methoxy-4-((2-(N-methyl-methanesulfonamido)-3-(trifluoromethyl)phenyl)-amino)nicotinamid FC=1C=CC(=NC1)NC1=NC=C(C(=O)NOC)C(=C1)NC1=C(C(=CC=C1)C(F)(F)F)N(S(=O)(=O)C)C